S1C2=C(C=C1)C(=CC=C2)N2CCN(CC2)CCCCOC2=CC=C1CCC(N(C1=C2)COC(CCCCCCC(=O)OCN2C(CCC1=CC=C(C=C21)OCCCCN2CCN(CC2)C2=CC=CC=1SC=CC12)=O)=O)=O bis((7-(4-(4-(benzo[b]thiophen-4-yl)piperazin-1-yl)butoxy)-2-oxo-3,4-dihydroquinolin-1(2H)-yl)methyl)octanedioate